tert-butyl(1-(4-chlorophenyl)-2-(2,6-dibromophenoxy)ethoxy)dimethylsilane C(C)(C)(C)[Si](C)(C)OC(COC1=C(C=CC=C1Br)Br)C1=CC=C(C=C1)Cl